NC=1C(=NN(C1)C1OCCCC1)C1=CC2=C(C(=N1)N1CCN(CC1)C(=O)OC(C)(C)C)C=NN2CC(F)(F)F tert-butyl 4-(6-(4-amino-1-(tetrahydro-2H-pyran-2-yl)-1H-pyrazol-3-yl)-1-(2,2,2-trifluoroethyl)-1H-pyrazolo[4,3-c]pyridin-4-yl)piperazine-1-carboxylate